C(#N)C[C@@H]1N(CCN(C1)C=1C2=C(N=C(N1)S(=O)(=O)C)OC(CC2)C2=CC=CC1=CC=CC=C21)C(=O)OCC2=CC=CC=C2 Benzyl (2S)-2-(cyanomethyl)-4-(2-(methylsulfonyl)-7-(naphthalen-1-yl)-6,7-dihydro-5H-pyrano[2,3-d]pyrimidin-4-yl)piperazine-1-carboxylate